(S)-2-fluoro-5-((4-methylmorpholin-3-yl)methoxy)-3-(5-methylthiazol-2-yl)benzoic acid methyl ester COC(C1=C(C(=CC(=C1)OC[C@H]1N(CCOC1)C)C=1SC(=CN1)C)F)=O